BrC1=CN(C2=NC=C(C=C21)[N+](=O)[O-])C 3-bromo-1-methyl-5-nitro-pyrrolo[2,3-b]pyridine